[I-].C(C1=CC=CC=C1)(=O)OC(CCCCCCCCCCCCCCC)[N+]1(CCC=C(C1)C1=NSN=C1OCCCCCC)C 1-(1-(Benzoyloxy)hexadecyl)-5-(4-(hexyloxy)-1,2,5-thiadiazol-3-yl)-1-methyl-1,2,3,6-tetrahydropyridin-1-ium iodide